1-sulfhydryl-propylamine SC(CC)N